N=1N=CN2C1C(=NC=C2)CN(CC2=NC=CC=C2)C2=CC(=CC=C2)Br ([1,2,4]triazolo[4,3-a]pyrazin-8-yl)-N-(3-bromophenyl)-N-(pyridin-2-ylmethyl)methylamine